NCC=1C=C(C=CC1)S(=O)(=O)N1C[C@H](C[C@H](C1)C(C)(C)C)C(=O)N1CCOCC1 (cis)-(1-((3-(Aminomethyl)phenyl)sulfonyl)-5-(tert-butyl)piperidin-3-yl)(morpholino)methanone